ethylbenzyl-1-heptadecenyl-imidazoline C(C)C1N=C(N(C1)C=CCCCCCCCCCCCCCCC)CC1=CC=CC=C1